ClC=1C(=C(C=CC1F)N(C(=O)[C@H]1N(C(N(C1)C(=O)OC(C)(C)C)=O)C1=NC(=NC(=C1)C(F)(F)F)C#CC)C)F (S)-tert-butyl 4-((3-chloro-2,4-difluorophenyl)(methyl)carbamoyl)-2-oxo-3-(2-(prop-1-yn-1-yl)-6-(trifluoromethyl)pyrimidin-4-yl)imidazolidine-1-carboxylate